1-(3-(6-(3-hydroxynaphthalen-1-yl)-1H-benzo[d]imidazol-1-yl)azetidin-1-yl)prop-2-en-1-one OC=1C=C(C2=CC=CC=C2C1)C=1C=CC2=C(N(C=N2)C2CN(C2)C(C=C)=O)C1